BrC=1N=C(N(N1)C1=CC=C(C=C1)OC(F)(F)F)NCCNC(C)=O N-[2-[[5-bromo-2-[4-(trifluoromethoxy)phenyl]-1,2,4-triazol-3-yl]amino]ethyl]acetamide